6-[8-(3-{[(1,3-benzothiazol-7-yl)methyl]amino}propanoyl)-3,8-diazabicyclo[3.2.1]octan-3-yl]pyridine-3-carbonitrile S1C=NC2=C1C(=CC=C2)CNCCC(=O)N2C1CN(CC2CC1)C1=CC=C(C=N1)C#N